(R)-2-(2-(6-methoxybenzofuran-3-yl)acetamido)pent-4-ynoic acid methyl ester (methyl (R)-2-(2-(6-methoxybenzofuran-3-yl) acetamido) pent-4-ynoate) C[C@](C(=O)O)(CC#C)NC(CC1=COC2=C1C=CC(=C2)OC)=O.COC([C@@H](CC#C)NC(CC2=COC1=C2C=CC(=C1)OC)=O)=O